CC1(CCC=2C(=CC(=CC12)CC(=O)O)CC(=O)O)C 1,1-dimethyl-2,3-dihydro-1H-indene-4,6-diacetic acid